3,4-dihydro-1H-2,3-benzoxazine C1ONCC2=C1C=CC=C2